1-(4-((4-(cyclohexylamino)-5-(trifluoromethyl)-7H-pyrrolo[2,3-d]pyrimidin-2-yl)amino)-3-methoxyphenyl)pyrrolidin-2-one C1(CCCCC1)NC=1C2=C(N=C(N1)NC1=C(C=C(C=C1)N1C(CCC1)=O)OC)NC=C2C(F)(F)F